C(C)(C)(C)OC(=O)N1C(OCC1CC(CO)F)(C)C.C(C1CO1)OC1=C(C=CC=C1)C1=CC=C(C=C1)C1=C(C=CC=C1)OCC1CO1 1,4-bis(glycidoxyphenyl)benzene Tert-butyl-4-(2-fluoro-3-hydroxy-propyl)-2,2-dimethyl-oxazolidine-3-carboxylate